2-ethyl-7-((1r,4r)-4-(2-fluoro-6-methylphenyl)cyclohexyl)-5-((3-(trifluoromethyl)pyridin-2-yl)methyl)pyrido[2,3-b]pyrazin-6(5H)-one C(C)C=1N=C2C(=NC1)N(C(C(=C2)C2CCC(CC2)C2=C(C=CC=C2C)F)=O)CC2=NC=CC=C2C(F)(F)F